C(C)(C)(C)OC(=O)O[C@@H]1[C@H]([C@H](N(C1)C(=O)OC(C)(C)C)CC1=CC=C(C=C1)C=1SC=C(C1)C(F)F)O tert-butyl (2R,3S,4S)-4-[(tert-butoxycarbonyl)oxy]-2-({4-[4-(difluoromethyl)thiophen-2-yl]phenyl}methyl)-3-hydroxypyrrolidine-1-carboxylate